NC=1C=C(C(=C(C(=O)OCC)C1)C=1C=NN(C1)C1CCC1)F ethyl 5-amino-2-(1-cyclobutyl-1H-pyrazol-4-yl)-3-fluorobenzoate